Cl.N[C@H](C(=O)NC1CC2(CC(C2)OC2=C(C(=O)N)C=CC=N2)C1)CC1=CC=CC=C1 2-(((R)-6-((S)-2-amino-3-phenylpropanamido)spiro[3.3]heptan-2-yl)oxy)nicotinamide hydrochloride